monobromonaphthalene BrC1=CC=CC2=CC=CC=C12